4-((2-(azetidin-1-ylmethyl)-6-methoxybenzyl)amino)-2,6-difluoro-N-(thiazol-4-yl)benzenesulfonamide 2,2,2-trifluoroacetate FC(C(=O)O)(F)F.N1(CCC1)CC1=C(CNC2=CC(=C(C(=C2)F)S(=O)(=O)NC=2N=CSC2)F)C(=CC=C1)OC